N-(6-(2-((dimethylamino)methyl)-3-fluorophenyl)imidazo[1,2-a]pyridin-2-yl)-2-fluorocyclopropanecarboxamide CN(C)CC1=C(C=CC=C1F)C=1C=CC=2N(C1)C=C(N2)NC(=O)C2C(C2)F